C(C)(C)(C)[Si](C1=CC=CC=C1)(C1=CC=CC=C1)Cl tert-butyl-Chlorodiphenylsilane